(2,4,6-trimethylbenzoyl)phenylphosphinic acid (phosphinate) [PH2](O)=O.CC1=C(C(=O)P(O)(=O)C2=CC=CC=C2)C(=CC(=C1)C)C